nitrogen potassium tert-butoxide salt CC(C)(C)[O-].[K+].[N+3].CC(C)(C)[O-].CC(C)(C)[O-].CC(C)(C)[O-]